[N+](=O)([O-])C1=C(C=CC(=C1)[N+](=O)[O-])[N+]1=CC=C(C=C1)C1=CC=[NH+]C=C1 1-(2,4-dinitrophenyl)-4,4'-bipyridinium